C1(=C(C=CC(=C1)C)C)[As](C1=C(C=CC(=C1)C)C)C1=C(C=CC(=C1)C)C tri(2,5-xylyl)arsine